FC=1C=C(C=CC1F)C1=CC(=C(C=C1)C(=O)OC)N1C(C2=CC(=CC=C2C1)CO)=O methyl 3',4'-difluoro-3-(6-(hydroxymethyl)-1-oxoisoindolin-2-yl)biphenyl-4-carboxylate